(R)-2-(3-amino-3-(2-(methylsulfonyl)ethyl)azetidin-1-yl)-5-(5-(1-(3,5-dichloropyridin-4-yl)ethoxy)-6-methoxy-1H-indazol-3-yl)nicotinonitrile NC1(CN(C1)C1=C(C#N)C=C(C=N1)C1=NNC2=CC(=C(C=C12)O[C@H](C)C1=C(C=NC=C1Cl)Cl)OC)CCS(=O)(=O)C